C1(=CC=CC=C1)[Ge]C1=CC=CC=C1 diphenylgermanium